hexahydropyrrolo[3,4-c]pyrrol-1(2H)-one C1(NCC2C1CNC2)=O